C1(CC1)C=1C=C(OC=2C(=C(C(=NC2)CC(=C)C)O)C(=O)OC)C=CC1 methyl 5-(3-cyclopropylphenoxy)-3-hydroxy-2-(2-methylallyl)pyridine-4-carboxylate